C(C=C)OC=1C=NC2=CC(=NC(=C2C1)OC1CCC(CC1)N)N1CCOCC1 4-[(3-allyloxy-7-morpholino-1,6-naphthyridin-5-yl)oxy]cyclohexanamine